(S)-(+)-2-butanol CC[C@H](C)O